4-[4-(1,3-benzothiazol-2-yl)piperidin-1-yl]-1-methyl-2-oxo-1,2-dihydroquinoline-3-carboxamide S1C(=NC2=C1C=CC=C2)C2CCN(CC2)C2=C(C(N(C1=CC=CC=C21)C)=O)C(=O)N